bis(4-nitrobenzyl)-5-fluoro-2,4-dihydropyrimidine [N+](=O)([O-])C1=CC=C(CC2(NC=C(CN2)F)CC2=CC=C(C=C2)[N+](=O)[O-])C=C1